3-(2-((3r,5r,7r)-adamantan-1-yl)acetoxy)-2-(((4-(dipropylamino)butanoyl)oxy)methyl)propyl (9Z,12Z)-octadeca-9,12-dienoate C(CCCCCCC\C=C/C\C=C/CCCCC)(=O)OCC(COC(CC12CC3CC(CC(C1)C3)C2)=O)COC(CCCN(CCC)CCC)=O